isopropyl-3-(3-acrylamido-2-methylphenyl)-2-(4-(4-methylpiperazin-1-yl)phenyl)-1H-pyrrolo[2,3-b]pyridine C(C)(C)N1C(=C(C=2C1=NC=CC2)C2=C(C(=CC=C2)NC(C=C)=O)C)C2=CC=C(C=C2)N2CCN(CC2)C